NC=1N=NC(=CC1C1=CCN(CC1)C(=O)OCCCC)Cl butyl 4-(3-amino-6-chloropyridazin-4-yl)-5,6-dihydropyridine-1(2H)-carboxylate